5-(3-fluoro-4-((6-methylpyridin-2-yl)oxy)phenyl)-7,8-dihydro-imidazo[1',2':1,5]pyrrolo[2,3-d]pyrimidine FC=1C=C(C=CC1OC1=NC(=CC=C1)C)C1=C2N(C=3N=CN=CC31)CCN2